N-(4-amino-3,4-dioxo-1-phenylbutan-2-yl)dibenzo[b,e][1,4]Dioxine-1-carboxamide NC(C(C(CC1=CC=CC=C1)NC(=O)C1=CC=CC=2OC3=C(OC21)C=CC=C3)=O)=O